CN1C[C@H]2[C@H](OCCN2C2=CC=C(N=N2)C2=C(C=C(C=C2C)Cl)O)CC1 2-[6-[(4aS,8aR)-6-methyl-3,4a,5,7,8,8a-hexahydro-2H-pyrido[4,3-b][1,4]oxazin-4-yl]pyridazin-3-yl]-5-chloro-3-methyl-phenol